FC(C=1C=NC(=NC1)N1CC=2N(CC1)N=C(C2)COC[C@H](C)O)(F)F (S)-1-((5-(5-(trifluoromethyl)pyrimidin-2-yl)-4,5,6,7-tetrahydropyrazolo[1,5-a]pyrazin-2-yl)methoxy)propan-2-ol